Ethyl (S,E)-3-(5-methyl-1-(oxetan-2-ylmethyl)-1H-imidazol-4-yl)acrylate CC1=C(N=CN1C[C@H]1OCC1)/C=C/C(=O)OCC